trans-1-[5-Chloro-2-[3-methyl-5-(4-pyridin-2-yloxycyclohexyl)-1,2,4-triazol-4-yl]phenyl]-N,N-dimethylmethanamine ClC=1C=CC(=C(C1)CN(C)C)N1C(=NN=C1[C@@H]1CC[C@H](CC1)OC1=NC=CC=C1)C